C12(CC(C1)C2)NC(=O)C=2C=1C=CN(C1C=CC2Br)C N-(bicyclo[1.1.1]pentan-1-yl)-5-bromo-1-methyl-1H-indole-4-carboxamide